4-nitrophenyl β-d-glucopyranoside O([C@H]1[C@H](O)[C@@H](O)[C@H](O)[C@H](O1)CO)C1=CC=C(C=C1)[N+](=O)[O-]